C1(=CC=CC2=CC3=CC=CC=C3C=C12)C1C2C=CC(C1)C2 5-(anthracenyl)-bicyclo[2.2.1]-hept-2-ene